NC1=CC=C(C=C1)C(C(=O)N)=C 4-aminophenyl-acrylamide